C(C)(C)(C)OC(=O)N1CCC(CC1)C1(CC1)N.C(C)(=O)NC1(CC1)C1CCN(CC1)C(=O)OC(C)(C)C tert-Butyl 4-(1-acetamidocyclopropyl)piperidine-1-carboxylate tert-Butyl-4-(1-aminocyclopropyl)piperidine-1-carboxylate